bis-(3-tert-butyl-4-hydroxy-5-methylphenyl)propionat C(C)(C)(C)C=1C=C(C=C(C1O)C)C(C(=O)[O-])(C)C1=CC(=C(C(=C1)C)O)C(C)(C)C